(6-fluoro-2-oxo-1H-quinolin-3-yl)acetic acid FC=1C=C2C=C(C(NC2=CC1)=O)CC(=O)O